NC=1C(=NC(=C(C1)F)OCC1=C(C=CC=C1)OC)NC(C)=O N-(3-amino-5-fluoro-6-((2-methoxybenzyl)oxy)pyridin-2-yl)acetamide